4,5-dichloro-2-methoxybenzoic acid ClC1=CC(=C(C(=O)O)C=C1Cl)OC